2-(3-cyanophenyl)-N-((S)-(4,4-difluorocyclohexyl)(5-(((S)-2-oxo-4-(trifluoromethyl)imidazolidin-1-yl)methyl)benzo[d]oxazol-2-yl)methyl)-2,2-difluoroacetamide C(#N)C=1C=C(C=CC1)C(C(=O)N[C@H](C=1OC2=C(N1)C=C(C=C2)CN2C(N[C@@H](C2)C(F)(F)F)=O)C2CCC(CC2)(F)F)(F)F